7-bromo-N-((1R,2R,4S)-7-cyano-7-azabicyclo[2.2.1]heptan-2-yl)-1H-indole-3-carboxamide BrC=1C=CC=C2C(=CNC12)C(=O)N[C@H]1[C@H]2CC[C@@H](C1)N2C#N